1-dodecyl-3-methylimidazolium bis(trifluoromethylsulfonyl)imide [N-](S(=O)(=O)C(F)(F)F)S(=O)(=O)C(F)(F)F.C(CCCCCCCCCCC)N1C=[N+](C=C1)C